(S)-1-tert-butyl 2-methyl 4,4-dimethyl-5-oxopyrrolidine-1,2-dicarboxylate CC1(C[C@H](N(C1=O)C(=O)OC(C)(C)C)C(=O)OC)C